FC1=C(OP(=O)(OC2=CC=CC=C2)N[C@@H](C)C(=O)OC2CCC2)C(=C(C(=C1F)F)F)F cyclobutyl ((perfluorophenoxy)(phenoxy)-phosphoryl)-L-alaninate